S1N=CC(=C1)COC1=CC=C2C=C(NC2=C1)CNC(=O)C1(CC1)C N-((6-(isothiazol-4-ylmethoxy)-1H-indol-2-yl)methyl)-1-methylcyclopropane-1-carboxamide